ClC1=CC(=C(C=C1)S(=O)(=O)NC1=CC(=CC(=C1)C(F)(F)F)C(F)(F)F)CC 4-chloro-2-ethyl-N-(3,5-bis(trifluoromethyl)phenyl)benzenesulfonamide